C(=O)(OC(C)(C)C)N1C[C@@H](CCC1)CO (R)-1-BOC-3-(hydroxymethyl)piperidine